C(#N)C1(CCC1)NC(=O)C1=C(OC2=C1C=C(C=C2)OCC=2C(=NC=CC2)C(F)(F)F)C N-(1-cyanocyclobutyl)-2-methyl-5-((2-(trifluoromethyl)pyridin-3-yl)methoxy)benzofuran-3-carboxamide